CN1N=CC(=C1C)S(=O)(=O)NC1=NC(=CC(=N1)OC1=CC=CC=C1)C1=CC=CC=C1 1,5-Dimethyl-N-(4-phenoxy-6-phenyl-pyrimidin-2-yl)pyrazole-4-sulfonamide